N1=CC=C(C=2OC[C@H]3N(C21)CCC3)[S-].[K+] potassium (S)-6a,7,8,9-tetrahydro-6H-pyrido[3,2-b]pyrrolo[1,2-d][1,4]oxazine-4-thiolate